3-[[4-hydroxy-1-[(3R,4R)-3-phenyl-1-(pyrimidin-2-ylmethyl)piperidine-4-carbonyl]-4-piperidinyl]methyl]-7-phenyl-pyrrolo[2,3-d]pyrimidin-4-one OC1(CCN(CC1)C(=O)[C@H]1[C@@H](CN(CC1)CC1=NC=CC=N1)C1=CC=CC=C1)CN1C=NC2=C(C1=O)C=CN2C2=CC=CC=C2